(3,7-dimethyl-2,6-octadienoyl)proline CC(=CC(=O)N1[C@@H](CCC1)C(=O)O)CCC=C(C)C